N-((5-chloro-6-((trans)-3-methoxycyclobutoxy)-1H-indol-2-yl)methyl)acetamide ClC=1C=C2C=C(NC2=CC1O[C@@H]1C[C@H](C1)OC)CNC(C)=O